N-((1-(6-FLUOROQUINAZOLIN-4-YL)PYRROLIDIN-3-YL)METHYL)METHANESULFONAMIDE FC=1C=C2C(=NC=NC2=CC1)N1CC(CC1)CNS(=O)(=O)C